(S)-N-(2-(3-amino-3-methylpyrrolidin-1-yl)-4-(4-cyanopyridin-3-yl)phenyl)-1-(2,6-difluorophenyl)-6-oxo-1,6-dihydropyridazine-3-carboxamide N[C@@]1(CN(CC1)C1=C(C=CC(=C1)C=1C=NC=CC1C#N)NC(=O)C1=NN(C(C=C1)=O)C1=C(C=CC=C1F)F)C